1-(5-(1,3-Dioxolan-2-yl)pyridin-3-yl)-3-hydroxy-3-(trifluoromethyl)indolin-2-one O1C(OCC1)C=1C=C(C=NC1)N1C(C(C2=CC=CC=C12)(C(F)(F)F)O)=O